benzylaminoquinazoline C(C1=CC=CC=C1)NC1=NC2=CC=CC=C2C=N1